CC1=CC(=NC=C1)[C@H]1C[C@]2([C@@]1(C1=C(S2)C=CC=C1)C(=O)C1=CC=CC=C1)CCC ((1S,2aS,7bS)-1-(4-methylpyridin-2-yl)-2a-propyl-2,2a-dihydrobenzo[b]cyclobuta[d]thiophen-7b(1H)-yl)(phenyl)methanone